O=C1NC(CCC1C1=CC=C(C=C1)C1CCN(CC1)C1CCN(CC1)CCCCCC1=CC(=C2C(N(C(C2=C1)=O)[C@H](CS(=O)(=O)C)C1=CC(=C(C=C1)OC)OCC)=O)NC(C)=O)=O N-(6-(5-(4-(4-(2,6-dioxopiperidin-3-yl)phenyl)-[1,4'-bipiperidin]-1'-yl)pentyl)-2-((S)-1-(3-ethoxy-4-methoxyphenyl)-2-(methylsulfonyl)ethyl)-1,3-dioxoisoindolin-4-yl)-acetamide